ClC1=NC=C(C(=N1)OC1=NC=2C=CC3=C(C2N=C1)C1=C(S3)C(N[C@@H](CN1)C)=O)CN1CC3(CC1=O)CCN(CC3)C (R)-3-((2-chloro-5-((8-methyl-3-oxo-2,8-diazaspiro[4.5]decan-2-yl)methyl)pyrimidin-4-yl)oxy)-10-methyl-9,10,11,12-tetrahydro-8H-[1,4]diazepino[5',6':4,5]thieno[3,2-f]quinoxalin-8-one